3-((5-(cinnolin-6-yl)-4-methoxy-7H-pyrrolo[2,3-d]pyrimidin-2-yl)amino)-N,N,1-trimethylcyclobutane-1-carboxamide N1=NC=CC2=CC(=CC=C12)C1=CNC=2N=C(N=C(C21)OC)NC2CC(C2)(C(=O)N(C)C)C